NC1=NC=2C=CC(=CC2C2=C1C=NN2C)C(=O)N(CC2=NC=C(C=C2)C(F)(F)F)N2C(COCC2)(C)C 4-amino-N-(3,3-dimethylmorpholino)-1-methyl-N-((5-(trifluoromethyl)pyridin-2-yl)methyl)-1H-pyrazolo[4,3-c]quinoline-8-carboxamide